1-(2-methylbenzyl)imidazoline-2-imine hydrobromide salt Br.CC1=C(CN2C(NCC2)=N)C=CC=C1